4'-(9'H-[9,3':6',9''-tercarbazol]-9'-yl)-5-(pyridin-3-yl)-[1,1'-biphenyl]-2-carbonitrile C1=CC=CC=2C3=CC=CC=C3N(C12)C=1C=CC=2N(C3=CC=C(C=C3C2C1)N1C2=CC=CC=C2C=2C=CC=CC12)C1=CC=C(C=C1)C=1C(=CC=C(C1)C=1C=NC=CC1)C#N